2-((2R,4S)-4-((tertbutyldimethylsilyl)oxy)pyrrolidin-2-yl)-6-cyclopropyl-imidazo[1,2-a]pyridine C(C)(C)(C)[Si](O[C@H]1C[C@@H](NC1)C=1N=C2N(C=C(C=C2)C2CC2)C1)(C)C